(2-(Morpholino-d8)-2-oxoethyl)zinc(II) bromide [Br-].O1C(C(N(C(C1([2H])[2H])([2H])[2H])C(C[Zn+])=O)([2H])[2H])([2H])[2H]